C(C1=CC=CC=C1)N1CC(OCC1)C1=CC(=NC=C1)C 4-benzyl-2-(2-methyl-4-pyridyl)morpholine